OC(C[C@H](N)C(=O)O)C(N)O 4,5-dihydroxyl-L-ornithine